methyl 2-[5-[1-(cyclopropylmethyl)-7-(2-ethyl-6-methyl-3-pyridyl)-5-[4-(5-fluoro-3-methoxy-2-pyridyl)piperazine-1-carbonyl]indol-2-yl]-3,6-dihydro-2H-pyridin-1-yl]-2-oxo-acetate C1(CC1)CN1C(=CC2=CC(=CC(=C12)C=1C(=NC(=CC1)C)CC)C(=O)N1CCN(CC1)C1=NC=C(C=C1OC)F)C1=CCCN(C1)C(C(=O)OC)=O